2-(2-chlorophenyl)-3-[4-(ethoxycarbonyl)-5-methoxy-1-methyl-6-oxopyrimidin-2-yl]butanoic acid ClC1=C(C=CC=C1)C(C(=O)O)C(C)C=1N(C(C(=C(N1)C(=O)OCC)OC)=O)C